C(#N)C1=CC=C(C=C1)C=1C=CC2=C(CN3[C@@H](O2)[C@@H](OC3=O)CNC(C)=O)C1 N-(((3S,3aS)-7-(4-cyanophenyl)-1-oxo-3,3a-dihydro-1H,9H-benzo[e]oxazolo[4,3-b][1,3]oxazin-3-yl)methyl)acetamide